[C@H]12CN(C[C@H](CC1)O2)C=2C=CC(=NC2)N 5-((1R,5S)-8-oxa-3-azabicyclo[3.2.1]octan-3-yl)pyridin-2-amine